2,3-bis-phenyl-quinoxaline C1(=CC=CC=C1)C1=NC2=CC=CC=C2N=C1C1=CC=CC=C1